N-((2-(6-((cis)-2,6-dimethylmorpholino)pyridin-2-yl)-1,6-naphthyridin-7-yl)methyl)-6-methyl-5-(methylsulfonyl)nicotinamide C[C@@H]1O[C@@H](CN(C1)C1=CC=CC(=N1)C1=NC2=CC(=NC=C2C=C1)CNC(C1=CN=C(C(=C1)S(=O)(=O)C)C)=O)C